NC=1C=C2OC3=CC(C=CC3=C(C2=CC1)C1=C(C=CC(=C1)C(=O)O)C(=O)O)=[NH2+] [6-amino-9-(2,5-dicarboxyphenyl)xanthen-3-ylidene]azanium